FC1(CCN(CC1)C1=NC(=CC(=N1)C)C#C[Si](C)(C)C)F 2-(4,4-difluoropiperidin-1-yl)-4-methyl-6-((trimethylsilyl)ethynyl)pyrimidine